4-((1-(4-(2-(2-Aminopyridin-3-yl)-5-(2,5-dimethyl-2H-1,2,3-triazol-4-yl)-3H-imidazo[4,5-b]pyridin-3-yl)benzyl)piperidin-4-yl)amino)pyrimidine-2-carbonitrile NC1=NC=CC=C1C1=NC=2C(=NC(=CC2)C2=NN(N=C2C)C)N1C1=CC=C(CN2CCC(CC2)NC2=NC(=NC=C2)C#N)C=C1